2-methyl-3-pyrroline-1-carboxylic acid ethyl ester C(C)OC(=O)N1C(C=CC1)C